ethyl 2-(N-(4-((4-(4,4-difluoropiperidin-1-yl)-6,7-dihydro-5H-cyclopenta[d]pyrimidin-2-yl) carbamoyl)-3-(6-azaspiro[2.5]oct-6-yl)phenyl)sulfamoyl)acetate FC1(CCN(CC1)C=1C2=C(N=C(N1)NC(=O)C1=C(C=C(C=C1)NS(=O)(=O)CC(=O)OCC)N1CCC3(CC3)CC1)CCC2)F